C(C)(=O)NC=1C=CC(=C(C1)B(O)O)CN 5-ACETAMIDO-2-(AMINOMETHYL)PHENYLBORONIC ACID